CC1=NC(=CC(=N1)NC(C)C=1C=C(C=CC1)OCC(=O)OC)C1=CC(=CC=C1)OC methyl ({3-[1-({2-methyl-6-[3-(methyloxy)phenyl]pyrimidin-4-yl} amino)ethyl]phenyl} oxy)acetate